ClC1=C(C=C(C(=C1)F)OC)C1=CC=2NC(N(C(C2S1)=O)C1=C2C(=CN=C1)SC(=C2C)CO)=O 6-(2-chloro-4-fluoro-5-methoxyphenyl)-3-[2-(hydroxymethyl)-3-methyl-thieno[2,3-C]pyridin-4-yl]-1H-thieno[3,2-d]pyrimidine-2,4-dione